N-2-Hydroxyethylamine OCCN